7-[(3R,5S)-3,5-dimethylpiperazin-1-yl]-2-(6-methyl-4-propylpyrazolo[1,5-a]pyrazin-2-yl)-4H-pyrido[1,2-a]pyrimidin-4-one C[C@@H]1CN(C[C@@H](N1)C)C=1C=CC=2N(C(C=C(N2)C2=NN3C(C(=NC(=C3)C)CCC)=C2)=O)C1